NCC1(CC(CC(C1)(C)C)\N=C(/O)\C1=CC=C(C(=O)O)C=C1)C 4-[(Z)-N-[3-(aminomethyl)-3,5,5-trimethyl-cyclohexyl]-C-hydroxy-carbonimidoyl]benzoic acid